7-[(E)-Hex-2-enyl]-4-(2-methylpent-2-en-3-yl)-3,4-dihydro-2H-chromene-2,5-diol C(\C=C\CCC)C=1C=C(C=2C(CC(OC2C1)O)C(=C(C)C)CC)O